7-(4-(((1-(dimethylamino)cyclobutyl)methyl)amino)-8-fluoro-2-(((2R,7aS)-2-fluorotetrahydro-1H-pyrrolizin-7a(5H)-yl)methoxy)quinazolin-7-yl)-1-ethyl-2,3-dihydro-1H-inden-5-ol CN(C1(CCC1)CNC1=NC(=NC2=C(C(=CC=C12)C=1C=C(C=C2CCC(C12)CC)O)F)OC[C@]12CCCN2C[C@@H](C1)F)C